CS(=O)(=O)C1(C(C(N(C1)Cl)=O)(Cl)Cl)Cl methylsulfonyltetrachloropyrrolidone